[4-[6-[(5-chloro-3-fluoro-2-pyridinyl)methoxy]-2-pyridinyl]-2,5-difluoro-phenyl]acetic acid ClC=1C=C(C(=NC1)COC1=CC=CC(=N1)C1=CC(=C(C=C1F)CC(=O)O)F)F